C1(=CC=CC=C1)C=1N=C2N(C=C(C=C2C2=CC=C(C=C2)S(=O)(=O)N)C2=CC=CC=C2)C1 4-(2,6-diphenylimidazo[1,2-a]pyridin-8-yl)benzenesulfonamide